ClC=1C(=NC=CC1C1=C(C(=CC=C1)C1=NC(=C(C=C1)CNCCO)OC)Cl)C=1C=C2CN(CC2=CC1)C(=O)OC(C)(C)C tert-butyl 5-(3-chloro-4-(2-chloro-3-(5-(((2-hydroxyethyl)amino)methyl)-6-methoxypyridin-2-yl)phenyl)pyridin-2-yl)isoindoline-2-carboxylate